C1(CCCC1)N1C(C=C(C2=C1N=C(N=C2)NC2=NN(C=C2)C2=CC=C(C=C2)F)C)=O 8-cyclopentyl-2-((1-(4-fluorophenyl)-1H-pyrazol-3-yl)amino)-5-methylpyrido[2,3-d]pyrimidin-7(8H)-one